FC=1C=C(C=CC1OC=1C2=C(N=CN1)CN(CC2)C(=O)C2COC2)NC(=O)C=2C(N(C(N(C2)C(C)C)=O)C2=CC=C(C=C2)F)=O N-(3-fluoro-4-((7-(oxetane-3-carbonyl)-5,6,7,8-tetrahydropyrido[3,4-d]pyrimidin-4-yl)oxy)phenyl)-3-(4-fluorophenyl)-1-isopropyl-2,4-dioxo-1,2,3,4-tetrahydropyrimidine-5-carboxamide